3-((1-butyl-1H-tetrazol-5-yl)(4-(2,6-dichlorophenyl)piperazin-1-yl)methyl)phenol C(CCC)N1N=NN=C1C(C=1C=C(C=CC1)O)N1CCN(CC1)C1=C(C=CC=C1Cl)Cl